N-(2-cyano-6-(quinolin-7-yl)phenyl)-4-(5-((1S,2S)-2-fluorocyclopropyl)-1,2,4-oxadiazol-3-yl)-4-methylpiperidine-1-carboxamide C(#N)C1=C(C(=CC=C1)C1=CC=C2C=CC=NC2=C1)NC(=O)N1CCC(CC1)(C)C1=NOC(=N1)[C@H]1[C@H](C1)F